(E)-3-(4-fluoroanilino)-2-(3-hydroxyphenyl)but-2-enenitrile FC1=CC=C(N/C(=C(/C#N)\C2=CC(=CC=C2)O)/C)C=C1